OB1OCC2=C1C=C(C=C2)C#N 1-hydroxy-1,3-dihydrobenzo[c][1,2]oxaborole-6-carbonitrile